5-oxo-4-phenylhexanoate O=C(C(CCC(=O)[O-])C1=CC=CC=C1)C